FC=1C=C(C=CC1OC(F)(F)F)C1=CC=C(C=C1)CCCNC=1C2=C(N=C(N1)C1=COC=C1)SC(=C2)C N-(3-[3'-fluoro-4'-(trifluoromethoxy)-[1,1'-biphenyl]-4-yl]propyl)-2-(furan-3-yl)-6-methylthieno[2,3-d]pyrimidin-4-amine